2,3,4,5,6-pentafluorophenyl 7-chloro-2,4-dimethyl-2-[4-{[3-(trifluoromethyl) oxetan-3-yl] amino} cyclohexyl]-2H-1,3-benzodioxole-5-carboxylate ClC1=CC(=C(C2=C1OC(O2)(C2CCC(CC2)NC2(COC2)C(F)(F)F)C)C)C(=O)OC2=C(C(=C(C(=C2F)F)F)F)F